COC(=O)C=1C=CC2=C(NC(=N2)CC2=C(C=C(C=C2)C2=CC(=C(C=C2)F)OCC2=C(C=C(C=C2)C#N)F)F)C1 2-((3'-((4-cyano-2-fluorobenzyl)oxy)-3,4'-difluoro-[1,1'-biphenyl]-4-yl)methyl)-1H-benzo[d]Imidazole-6-carboxylic acid methyl ester